(2Z)-6-[(2-chlorobenzyl)oxy]-2-[2-chloro-4-(dimethylamino)benzylidene]-1-benzofuran-3(2H)-one ClC1=C(COC2=CC3=C(C(/C(/O3)=C/C3=C(C=C(C=C3)N(C)C)Cl)=O)C=C2)C=CC=C1